(R)-1-(4-(hexahydro-1H-pyrido[1,2-a]pyrazin-2(6H)-yl)phenyl)-5-((4-hydroxy-1-(1-methylcyclopropanecarbonyl)piperidin-4-yl)methyl)-1H-pyrazolo[3,4-d]pyrimidin-4(5H)-one C1[C@@H]2N(CCN1C1=CC=C(C=C1)N1N=CC3=C1N=CN(C3=O)CC3(CCN(CC3)C(=O)C3(CC3)C)O)CCCC2